CN1N=CC(=C1C(=O)N)C 1,4-dimethyl-1H-pyrazole-5-carboxamide